BrC=1C=C(C(=O)C2=CC=C(OCC(=O)NC=3C=NC=CC3)C=C2)C=CC1 2-(4-(3-bromobenzoyl)phenoxy)-N-(pyridin-3-yl)acetamide